C(C1=CC=CC=C1)(=O)OC1[C@@H](OC(C2=CC=CC=C2)=O)[C@@H](OC(C2=CC=CC=C2)=O)[C@H](OC(C2=CC=CC=C2)=O)[C@H](O1)[C@H](OC(C1=CC=CC=C1)=O)COC(C1=CC=CC=C1)(C1=CC=CC=C1)C1=CC=CC=C1 1,2,3,4,6-penta-O-benzoyl-7-O-(triphenylmethyl)-D-glycero-D-manno-heptopyranose